Methyl (S)-5-((tert-butoxycarbonyl)amino)-2-(4-(((2,4-diaminopteridin-6-yl)methyl)amino)-3-methoxybenzamido)pentanoate C(C)(C)(C)OC(=O)NCCC[C@@H](C(=O)OC)NC(C1=CC(=C(C=C1)NCC=1N=C2C(=NC(=NC2=NC1)N)N)OC)=O